O1CCN(C2=C1C=CC=C2)C(=O)[O-] 3,4-dihydro-2H-1,4-benzoxazine-4-carboxylate